(R)-N-(6-chloro-8-methylisoquinolin-1-yl)-6-(5-(methoxymethyl)-1,3,4-thiadiazol-2-yl)-N-(piperidin-3-yl)nicotinamide ClC=1C=C2C=CN=C(C2=C(C1)C)N(C(C1=CN=C(C=C1)C=1SC(=NN1)COC)=O)[C@H]1CNCCC1